methyl 6-(8-chloronaphthalen-1-yl)-5-fluoro-4-(3-(2,2,2-trichloroacetyl)ureido)nicotinate ClC=1C=CC=C2C=CC=C(C12)C1=NC=C(C(=O)OC)C(=C1F)NC(=O)NC(C(Cl)(Cl)Cl)=O